C1(CC1)NC(C1=C(C=C(C=C1OC)C1=CN=C2N1C=CC(=C2)C2(CC2)C(=O)N2CC(C2)O)OC(F)F)=O N-cyclopropyl-2-(difluoromethoxy)-4-[7-[1-(3-hydroxyazetidine-1-carbonyl)cyclopropyl]imidazo[1,2-a]pyridin-3-yl]-6-methoxy-benzamide